(4S)-7-(3,5-dimethylisoxazol-4-yl)-2-[4-(2-oxo-2-pyrrolidin-1-ylethyl)piperazin-1-yl]-4-pyridin-2-yl-4,5-dihydroimidazo[1,5,4-de][1,4]benzoxazine CC1=NOC(=C1C1=CC=C2C=3N([C@H](COC31)C3=NC=CC=C3)C(=N2)N2CCN(CC2)CC(N2CCCC2)=O)C